C(C1=CC=CC=C1)OC1=CC(=C(C=C1)C(C(=O)C1=CC=2CCC2C=C1)C1=CC=C(C=C1)Br)CO[Si](C)(C)C(C)(C)C 2-(4-(benzyloxy)-2-(((tert-butyldimethylsilyl)oxy)methyl)phenyl)-1-(bicyclo[4.2.0]octa-1(6),2,4-trien-3-yl)-2-(4-bromophenyl)ethan-1-one